CN(C1=CC=C(C=C1)I)C N,N-dimethyl-p-iodoaniline